C[C@@]1(N(CCC1)S(=O)(=O)C)C(=O)NC1=CC(=C(C=C1)C)C(N[C@H](C)C1=CC=CC2=CC=CC=C12)=O (S)-2-methyl-N-(4-methyl-3-(((R)-1-(naphthalen-1-yl)ethyl)carbamoyl)phenyl)-1-(methylsulfonyl)pyrrolidine-2-carboxamide